F[C@@H]1CN(CC1)C1=CC(=NC=C1)N1N=CC(=C1)S(=O)(=O)NC=1C=CC=C2C=NN(C12)C 1-{4-[(3S)-3-fluoropyrrolidin-1-yl]pyridin-2-yl}-N-(1-methylindazol-7-yl)pyrazole-4-sulfonamide